ClC1=C(C=C(C=C1N)C)NC1=C(C=CC(=C1)Cl)C 2-chloro-N1-(5-chloro-2-methylphenyl)-5-methylbenzene-1,3-diamine